C1=CC=NC=2C3=C(C=CC12)C1=CC=CC=C1C=C3 naphthoquinoline